(R)-(1-(3-(3-(2-cyano-3-(dimethylamino)-3-oxoprop-1-en-1-yl)-4-fluorophenoxy)propanamido)-2-phenylethyl)boronic acid C(#N)C(=CC=1C=C(OCCC(=O)N[C@@H](CC2=CC=CC=C2)B(O)O)C=CC1F)C(=O)N(C)C